CN1C(C2=C(C(=C1)C1=C(C=CC(=C1)S(=O)(=O)C)OC[C@H]1N(CCC1)C)C=CN2)=O 6-methyl-4-[2-{[(2S)-1-methylpyrrolidin-2-yl]methoxy}-5-(methylsulfonyl)phenyl]-1,6-dihydro-7H-pyrrolo[2,3-c]pyridin-7-one